N-(3-fluoro-5-methoxyphenyl)-N-(4-nitropyridin-2-yl)acetamide FC=1C=C(C=C(C1)OC)N(C(C)=O)C1=NC=CC(=C1)[N+](=O)[O-]